5-(4-(4-(ethylamino)-5-(trifluoromethyl)pyrimidin-2-ylamino)-5-methyl-1H-pyrazol-1-yl)-1-methylpiperidin-2-one C(C)NC1=NC(=NC=C1C(F)(F)F)NC=1C=NN(C1C)C1CCC(N(C1)C)=O